CN(C(C(=O)C1=CC=C(C=C1)C)(C)C)C 2-dimethylamino-2-methyl-1-(4-methylphenyl)propane-1-one